N-(2-[2-Dimethylaminoethyl-methylamino]-5-{[4-(1H-indol-3-yl)pyrimidin-2-yl]amino}-4-methoxyphenyl)Prop-2-enamide CN(CCN(C1=C(C=C(C(=C1)OC)NC1=NC=CC(=N1)C1=CNC2=CC=CC=C12)NC(C=C)=O)C)C